4-[[3-fluoro-2-methoxy-propyl]-[4-(5,6,7,8-tetrahydro-1,8-naphthyridin-2-yl)butyl]amino]-2-[[1-[3-(trifluoromethyl)-2-pyridyl]cyclopropanecarbonyl]amino]butanoic acid FCC(CN(CCC(C(=O)O)NC(=O)C1(CC1)C1=NC=CC=C1C(F)(F)F)CCCCC1=NC=2NCCCC2C=C1)OC